C(C(=O)[O-])(=O)[O-].[Cr+3].[Ni+2] nickel chromium oxalate